(S)-tert-butyl 8'-bromo-6'-chloro-3',4'-dihydro-2'H-spiro[morpholine-2,1'-naphthalene]-4-carboxylate BrC=1C=C(C=C2CCC[C@]3(C12)CN(CCO3)C(=O)OC(C)(C)C)Cl